CC1=CC=C(C2=C1N=C(O2)N2CC1CCC(C2)N1C(=O)OC(C)(C)C)C=1SC=CN1 tert-Butyl 3-(4-methyl-7-(thiazol-2-yl)benzo[d]oxazol-2-yl)-3,8-diazabicyclo[3.2.1]octane-8-carboxylate